1-methyl-4,5-dihydro-1H-pyrazolo[4,3-H]Quinazoline-3-carboxamide CN1N=C(C=2CCC=3C=NC=NC3C21)C(=O)N